OCCC(=O)[O-] 3-hydroxypropionoate